[Na+].C(CN(CC(=O)[O-])CC(=O)[O-])N(CC(=O)O)CC(=O)[O-].[Ca+2] calcium ethylenediaminetetraacetic acid sodium salt